8-chloro-2-(3-chloro-4-hydroxy-phenyl)-7-(trifluoromethyl)chromen-4-one ClC=1C(=CC=C2C(C=C(OC12)C1=CC(=C(C=C1)O)Cl)=O)C(F)(F)F